(3-(3-(methylamino)propoxy)propyl)triphenyl-phosphonium chloride [Cl-].CNCCCOCCC[P+](C1=CC=CC=C1)(C1=CC=CC=C1)C1=CC=CC=C1